COC=1C=C(C=C(C1)OC)/C=C/C1=CC=C(C=C1)O 4-[(E)-2-(3,5-dimethoxyphenyl)ethenyl]phenol